ClC1=NC=C(C(=C1)[C@@](C)(CC)N[S@](=O)C(C)(C)C)C (R)-N-((R)-2-(2-chloro-5-methylpyridin-4-yl)butan-2-yl)-2-methylpropane-2-sulfinamide